CNC1=CC(=NC=2N1N=CC2)N2[C@@H](COCC2)C (R)-N-methyl-5-(3-methylmorpholino)pyrazolo[1,5-a]pyrimidin-7-amine